BrC1=CC=CC2=C1C(=CO2)C(=O)N[C@@H]2CCO[C@]21O[C@@H]([C@@H]([C@@H]([C@H]1O)N1N=NC(=C1)C1=CC(=C(C(=C1)F)F)F)O)CO 4-Bromo-N-((4R,5S,7R,8R,9S,10R)-8,10-dihydroxy-7-(hydroxymethyl)-9-(4-(3,4,5-trifluorophenyl)-1H-1,2,3-triazol-1-yl)-1,6-dioxaspiro[4.5]decan-4-yl)benzofuran-3-carboxamide